[2-(5-hydroxy-1H-indol-3-yl)ethyl]tripropylazanium iodide monohydrate O.[I-].OC=1C=C2C(=CNC2=CC1)CC[N+](CCC)(CCC)CCC